racemic-2-endo-amino-3-exo-isopropylbicyclo[2.2.1]heptane NC1C2CCC(C1C(C)C)C2